N[C@@H](C)C1=CC(=NN1C)C(=O)N(C)C (S)-5-(1-aminoethyl)-N,N,1-trimethyl-1H-pyrazole-3-carboxamide